FC1=C(C=CC(=C1)C(F)(F)F)C#CC1CN(C1)C(=O)N1C[C@@H]2[C@@H](OCC(N2)=O)CC1 (4aR,8aS)-6-[3-[2-[2-Fluoro-4-(trifluoromethyl)phenyl]ethynyl]azetidine-1-carbonyl]-4,4a,5,7,8,8a-hexahydropyrido[4,3-b][1,4]oxazin-3-one